COC1=C(N)C=CC=C1N1CCCCC1 2-Methoxy-3-(piperidin-1-yl)aniline